C(C)N(S(=O)(=O)C=1C=2C=NNC2C=CC1)[C@@H](C(F)(F)F)C1=CC=C(C=C1)F (R)-N-ethyl-N-(2,2,2-trifluoro-1-(4-fluorophenyl)ethyl)-1H-indazole-4-sulfonamide